2-(trifluoromethyl)dioxolan FC(C1OCCO1)(F)F